2-((((9H-fluoren-9-yl)methoxy)carbonyl)amino)pent-4-ynoic acid C1=CC=CC=2C3=CC=CC=C3C(C12)COC(=O)NC(C(=O)O)CC#C